2-((4S,5R)-5-aminoazepan-4-yl)-3-bromo-5-chloro-N-(thiophen-2-ylmethyl)thieno[3,2-b]pyridin-7-amine trifluoroacetate FC(C(=O)O)(F)F.N[C@H]1[C@H](CCNCC1)C1=C(C2=NC(=CC(=C2S1)NCC=1SC=CC1)Cl)Br